OC(C)C=1C(=NC(=CC1)N1C=NC2=C1C=CC(=C2)NC=2N=NC(=CC2)C)C2=CC(=NN2C)C#N 5-[3-(1-hydroxyethyl)-6-[5-[(6-methylpyridazin-3-yl)amino]benzimidazol-1-yl]-2-pyridinyl]-1-methyl-pyrazole-3-carbonitrile